1-{[(2-methylpropan-2-yl)oxy]carbonyl}-2,3-dihydro-1H-pyrrolo[2,3-b]pyridine-2-carboxylic acid methyl ester COC(=O)C1CC=2C(=NC=CC2)N1C(=O)OC(C)(C)C